nonaenoic acid C(C=CCCCCCC)(=O)O